5-(4-cyclohexyl-3-fluorophenyl)-3-(3-(fluoromethyl)azetidine-1-carbonyl)-N,N-dimethyl-7-oxo-4,7-dihydropyrazolo[1,5-a]pyrimidine-2-carboxamide C1(CCCCC1)C1=C(C=C(C=C1)C=1NC=2N(C(C1)=O)N=C(C2C(=O)N2CC(C2)CF)C(=O)N(C)C)F